6-Amino-3,5-dibromo-1-((1E)-3-cyclopropyl-3-oxoprop-1-en-1-yl)pyridazin-4(1H)-one NC1=C(C(C(=NN1\C=C\C(=O)C1CC1)Br)=O)Br